C12C3CCCCC3C(CC1)C2 Tricyclo[6.2.1.02,7]undecan